(7S)-7-[4-(2-nitrobenzene-1-sulfonyl)piperazin-1-yl]-2-{4-[2-(trifluoromethoxy)phenoxy]phenyl}-4,5,6,7-tetrahydro-2H-pyrazolo[4,3-b]pyridine-3-carboxamide [N+](=O)([O-])C1=C(C=CC=C1)S(=O)(=O)N1CCN(CC1)[C@@H]1C=2C(NCC1)=C(N(N2)C2=CC=C(C=C2)OC2=C(C=CC=C2)OC(F)(F)F)C(=O)N